1-(3-chloropyridin-2-yl)-3-[5-(trifluoromethyl)-1H-tetrazol-1-yl]-1H-pyrazole-5-carboxylic acid ethyl ester C(C)OC(=O)C1=CC(=NN1C1=NC=CC=C1Cl)N1N=NN=C1C(F)(F)F